C(C)(C)(C)OC(=O)N[C@@H](C(C)C)C=1NC(=C(C(C1C(=O)OCC)C=1SC(=CC1)C(NCC1=CC(=C(C=C1)F)F)=O)C(=O)OCC)CCC1=CC=C(C=C1)F diethyl 2-((S)-1-((tert-butoxycarbonyl)amino)-2-methylpropyl)-4-(5-((3,4-difluorobenzyl)carbamoyl)thiophen-2-yl)-6-(4-fluorophenethyl)-1,4-dihydropyridine-3,5-dicarboxylate